ClC=1C=C(C=CC1Cl)NC=1C2=C(N=CN1)C=NC(=C2)OC2CCN(CC2)C(C=C)=O 1-(4-((4-((3,4-dichloro-phenyl)amino)pyrido[3,4-d]pyrimidin-6-yl)oxy)-piperidin-1-yl)prop-2-en-1-one